C(C)[N+](\C=C\C(CC1=CC=CC=C1)OC1=CC=C(C=C1)C)(CC)[O-] (E)-N,N-diethyl-4-phenyl-3-(p-tolyloxy)but-1-en-1-amine oxide